BrC=1C=C(C2=C(N=C(CC(=C2)C(=O)O)NC(=O)OC(C)(C)C)C1)F 8-bromo-2-((tert-butoxycarbonyl)amino)-6-fluoro-3H-benzo[b]azepine-4-carboxylic acid